NC1=C(C=C(C=N1)C1=NN2C(=C1)[C@@]1(CN(CC1)C(=O)NC(C)(C)C1=C(C=CC=C1)F)OCC2)C(F)(F)F |r| (rac)-2-[6-amino-5-(trifluoromethyl)pyridin-3-yl]-N-[2-(2-fluorophenyl)propan-2-yl]-6,7-dihydrospiro[pyrazolo[5,1-c][1,4]oxazine-4,3'-pyrrolidine]-1'-carboxamide